(2-amino-6-(1H-pyrrolo[2,3-b]pyridin-5-yl)imidazo[1,2-a]pyridin-3-yl)(pyrrolidin-3-yl)methanone methyl-1-isopropyl-9H-pyrido[3,4-b]indole-3-carboxylate COC(=O)C1=CC2=C(NC3=CC=CC=C23)C(=N1)C(C)C.NC=1N=C2N(C=C(C=C2)C=2C=C3C(=NC2)NC=C3)C1C(=O)C1CNCC1